C(C(O)C=O)(=O)O tartronaldehydic acid